ClC=1C(=NC(=CC1)C)OC1CCC2(CN(C2)C(=O)C2CC(C2)(C)O)CC1 (7-((3-chloro-6-methylpyridin-2-yl)oxy)-2-azaspiro[3.5]non-2-yl)((1s,3s)-3-hydroxy-3-methylcyclobutyl)methanone